CN([C@@H](CC1=C(C=C(C(=O)NC)C=C1)C)CNC(C[C@@H](C1(CC1)C(F)(F)F)C1=CC=C(C=C1)F)=O)C 4-((S)-2-(dimethylamino)-3-((R)-3-(4-fluorophenyl)-3-(1-(trifluoromethyl)cyclopropyl)propanamido)propyl)-N,3-dimethylbenzamide